NCCC1=C2C=CC(=C(C2=CC=C1)S(=O)(=O)O)N 5-(2'-aminoethyl)-aminonaphthalene-1-sulfonic acid